1-chloro-2,4-difluorobenzene ClC1=C(C=C(C=C1)F)F